OC1C(CCC1)C(=O)O 2-hydroxy-cyclopentanecarboxylic acid